NC=1N(C2=C3C(C=C(NC(C13)=O)C)=NC(=N2)C)C2=C(C(=CC=C2C)OC)C 1-amino-2-(3-methoxy-2,6-dimethylphenyl)-4,7-dimethyl-2,8-dihydro-9H-2,3,5,8-tetraazabenzo[cd]azulen-9-one